2-bromo-1-(tetrahydro-2H-pyran-3-yl)ethan-1-one BrCC(=O)C1COCCC1